NC1=C2N=CN(C2=NC=N1)C[C@@H](C)OCP(OCCCSCCCCCCCCCCCCCC1CCCC1)(O)=O 3-((13-cyclopentyltridecyl)thio)propyl hydrogen ((((R)-1-(6-amino-9H-purin-9-yl)propan-2-yl)oxy)methyl)phosphonate